O.[Mn+2].[Na+].[Na+].C(CN(CC(=O)[O-])CC(=O)[O-])N(CC(=O)[O-])CC(=O)[O-] ethylenediaminetetraacetic acid disodium manganese salt hydrate